4-(6-(3-(Cyclopentyloxy)-4-methoxyphenyl)pyridin-2-yl)-1,2-oxaborolan-2-ol C1(CCCC1)OC=1C=C(C=CC1OC)C1=CC=CC(=N1)C1CB(OC1)O